1-tert-butyl 2-methyl (2R)-5-hydroxy-4-methylpyrrolidine-1,2-dicarboxylate OC1C(C[C@@H](N1C(=O)OC(C)(C)C)C(=O)OC)C